N-(3-bromo-6-chloro-pyrazin-2-yl)-2-methyl-propanamide BrC=1C(=NC(=CN1)Cl)NC(C(C)C)=O